tert-butyl (E)-(3,4-bis(benzyloxy)benzyl)(2-(2-(2-(4-(3,5-dihydroxystyryl)phenoxy)ethoxy)ethoxy)ethyl)carbamate C(C1=CC=CC=C1)OC=1C=C(CN(C(OC(C)(C)C)=O)CCOCCOCCOC2=CC=C(C=C2)\C=C\C2=CC(=CC(=C2)O)O)C=CC1OCC1=CC=CC=C1